N-(p-coumaryl)-agmatine C(\C=C\C1=CC=C(C=C1)O)NC(NCCCCN)=N